N1N=CC(=C1)CCNC1=NC(=NC(=C1C)C)C(=O)NCCC(C(F)(F)F)(C)C 4-((2-(1H-pyrazol-4-yl)ethyl)amino)-5,6-dimethyl-N-(4,4,4-trifluoro-3,3-dimethylbutyl)pyrimidine-2-carboxamide